[Si](C)(C)(C(C)(C)C)O[C@@H]1C(NCC1)=O (3S)-3-[(Tert-butyldimethylsilyl)oxy]pyrrolidin-2-one